5-(4-(methoxymethoxy)phenyl)-2-oxo-6-(trifluoromethyl)-1,2-dihydropyridine-3-carboxamide COCOC1=CC=C(C=C1)C=1C=C(C(NC1C(F)(F)F)=O)C(=O)N